C(C1=CC=CC=C1)C1CCN(CC1)CC(=O)NC1=CC=C(C=C1)S(N)(=O)=O 2-(4-Benzylpiperidin-1-yl)-N-(4-sulfamoylphenyl)acetamide